C(C)(C)(C)OC(=O)N(CCOCCO)CCOCCOCCN(CC)CC(=O)NCCCCCCCCCCCCCCCC 16-(2-hexadecylamino-2-oxoethyl)-1,4,10,13-tetraoxa-7,16-diaza-octadecane-7-carboxylic acid tert-butyl ester